1-(3-(cyclopropanecarbonyl)azetidin-1-yl)-2-(6-fluoro-1H-indol-3-yl)ethan-1-one C1(CC1)C(=O)C1CN(C1)C(CC1=CNC2=CC(=CC=C12)F)=O